FC=1C=C2C=CC=NC2=C(C1)NS(=O)(=O)C=1N(C=CN1)C N-(6-fluoro-quinolin-8-yl)-1-methyl-1H-imidazole-2-sulfonamide